6-Isopropoxy-2-(tetrahydro-2H-pyran-2-yl)-2H-pyrazolo[3,4-b]pyridine-5-carboxylic acid methyl-6-isopropoxy-2-(tetrahydro-2H-pyran-2-yl)-2H-pyrazolo[3,4-b]pyridine-5-carboxylate COC(=O)C1=CC=2C(N=C1OC(C)C)=NN(C2)C2OCCCC2.C(C)(C)OC=2C(=CC=1C(N2)=NN(C1)C1OCCCC1)C(=O)O